C(C1=CC=CC=C1)OC1=CC=C(C=C1)C1(CC1)C=1NC(C2=C(N1)CCN(C2)C([C@H](O)C2=CC(=CC=C2)Cl)=O)=O (R)-2-(1-(4-(benzyloxy)phenyl)cyclopropyl)-6-(2-(3-chlorophenyl)-2-hydroxyacetyl)-5,6,7,8-tetrahydropyrido[4,3-d]pyrimidin-4(3H)-one